C[O-].[Sb+3].C[O-].C[O-] antimony(III) methoxide